O=C1/C(/OC2=C1C=CC=C2)=C/C2=CC=C(C(=O)OC)C=C2 Methyl (Z)-4-((3-oxobenzofuran-2(3H)-ylidene)methyl)benzoate